C1(=CC=C(C=C1)N(C1=CC=C(C=C1)C1=CC=C(C=2C1=NSN2)C=C(C#N)C#N)C2=CC=C(C=C2)C)C 2-((7-(4-(Di-p-tolylamino)phenyl)benzo[c][1,2,5]thiadiazol-4-yl)methylene)malononitrile